3-(1-((2-(Trimethylsilyl)ethoxy)methyl)-1H-indol-2-yl)-1H-pyrazolo[3,4-d]pyrimidin-4-amine C[Si](CCOCN1C(=CC2=CC=CC=C12)C1=NNC2=NC=NC(=C21)N)(C)C